FC=1C=2N(C=C(C1)NC(=O)C1=CC=C(C3=CN(N=C13)C)N1C[C@@H](N(CC1)C(=O)OC(C)(C)C)C(C)C)C=C(N2)C tert-butyl (2S)-4-[7-({8-fluoro-2-methylimidazo[1,2-a]pyridin-6-yl} carbamoyl)-2-methylindazol-4-yl]-2-isopropylpiperazine-1-carboxylate